CC(C#C)(C)NC1=NC(=NC(=N1)NCCC)N(OC)C N-[4-(1,1-Dimethyl-prop-2-ynylamino)-6-n-propylamino-[1,3,5]triazin-2-yl]-O,N-dimethyl-hydroxylamine